CC1CC=2C=C(C=NC2CC1)N 6-methyl-5,6,7,8-tetrahydroquinolin-3-amine